N-acrylamidourea C(C=C)(=O)NNC(=O)N